(nonylamino)-1,3,5-triazine-2,4-dithiol C(CCCCCCCC)NC1=NC(=NC(=N1)S)S